ClC=1C=CC(=C2C=NN(C(C12)=O)C)[C@@H](CO)C1CC2(CN(C2)CCCC=2C=NNC(C2C)=O)C1 (S)-8-chloro-5-(2-hydroxy-1-(2-(3-(5-methyl-6-oxo-1,6-dihydropyridazin-4-yl)propyl)-2-azaspiro[3.3]heptan-6-yl)ethyl)-2-methylphthalazin-1(2H)-one